(2R,3S)-3-(2-((2,6-dichlorophenyl)amino)-4,5-dihydro-1H-imidazole-1-carbonyl)-2-((1-methyl-1H-imidazol-5-yl)methyl)pentyl acetate C(C)(=O)OC[C@@H]([C@H](CC)C(=O)N1C(=NCC1)NC1=C(C=CC=C1Cl)Cl)CC1=CN=CN1C